2-(4-Bromo-2-fluoro-phenyl)-5-(2-fluoro-1,1-dimethyl-ethyl)-1,3,4-oxadiazole BrC1=CC(=C(C=C1)C=1OC(=NN1)C(CF)(C)C)F